Ethanedisulfonic acid C(CS(=O)(=O)O)S(=O)(=O)O